ClCCC\C=C/CCCCCC(OCCCCCCCCCC)OCCCCCCCCCC (7Z)-11-chloro-1,1-didecyloxy-7-undecene